N-(1-((2S,4R)-4-hydroxypyrrolidin-2-yl)ethyl)-4-(7H-pyrrolo[2,3-d]pyrimidin-4-yl)-3,4-dihydro-2H-1,4-thiazine-6-carboxamide hydrochloride Cl.O[C@@H]1C[C@H](NC1)C(C)NC(=O)C1=CN(CCS1)C=1C2=C(N=CN1)NC=C2